N[C@@H]1C2=C(C=NC=C2)CC12CCN(CC2)C2=CC=C1C(N(C(NC1=C2)=O)C2=C(C(=CC=C2)Cl)Cl)=O (S)-7-(5-amino-5,7-dihydro-spiro[cyclopenta[c]pyridin-6,4'-piperidin]-1'-yl)-3-(2,3-dichlorophenyl)quinazoline-2,4(1H,3H)-dione